(E)-2-(1-ethyl-3-methyl-1H-pyrazole-5-carboxamido)-3-(4-(3-(pyridin-3-yl)acrylamido)butyl)-3,4-dihydro-5-oxa-1,2a-diazaacenaphthylene-7-carboxamide C(C)N1N=C(C=C1C(=O)NC1=NC=2C=C(C=C3OCC(N1C23)CCCCNC(\C=C\C=2C=NC=CC2)=O)C(=O)N)C